C1(CC1)C(=O)N1CCN(CC1)CC=1C=NC2=CC=C(C=C2C1N1CCC2(OCCO2)CC1)OC cyclopropyl(4-((6-methoxy-4-(1,4-dioxa-8-azaspiro[4.5]decan-8-yl)quinolin-3-yl)methyl)piperazin-1-yl)methanone